C1(CC1)C1=NC=NC(=C1C1=NC=C2N(C(N(C2=N1)CC1=CC=C(C=C1)N1N=C(C=C1C)C(F)(F)F)=N)CC(F)(F)F)OC 2-(4-cyclopropyl-6-methoxy-pyrimidin-5-yl)-9-[[4-[5-methyl-3-(trifluoromethyl)pyrazol-1-yl]phenyl]methyl]-7-(2,2,2-trifluoroethyl)purin-8-imine